CC=1NC(=C(C(C1C(=O)OCC)C1=CC(=C2C=CC=CC=C12)C(=O)OC)C(=O)OC(C)(C)C)C 2,6-dimethyl-4-(3-methoxycarbonyl-1-azulenyl)-3-ethoxycarbonyl-5-tert-butoxycarbonyl-1,4-dihydropyridine